NC1=NC(N(C=N1)[C@H]1C[C@H](O)[C@H](O1)CO)=O 4-amino-1-(2-deoxy-β-D-erythro-pentofuranosyl)-s-triazin-2(1H)-one